(5-(7,7-difluoro-2-((2S,3R)-3-hydroxy-2-methylazetidin-1-yl)-6,7-dihydro-5H-cyclopenta[d]pyrimidin-4-yl)-2,3-dihydrobenzofuran-7-yl)(imino)(methyl)-λ6-sulfanone FC1(CCC2=C1N=C(N=C2C=2C=C(C1=C(CCO1)C2)S(=O)(C)=N)N2[C@H]([C@@H](C2)O)C)F